methyliminobis(propylamine) CN(NCCC)NCCC